(R)-N-(2-fluoro-4-((1-(2-methoxypyrimidin-5-yl)-1H-pyrazol-3-yl)oxy)phenyl)-7-methoxy-6-(pyrrolidin-3-yloxy)quinazolin-4-amine FC1=C(C=CC(=C1)OC1=NN(C=C1)C=1C=NC(=NC1)OC)NC1=NC=NC2=CC(=C(C=C12)O[C@H]1CNCC1)OC